6-methyl-N-(methyl-d3)-5-(4-((2-methyl-3-oxo-4H-quinoxalin-6-yl)methyl)piperAzin-1-yl)pyridine-2-carboxamide CC1=C(C=CC(=N1)C(=O)NC([2H])([2H])[2H])N1CCN(CC1)CC=1C=C2NC(C(=NC2=CC1)C)=O